C(CCCCCCC)N1C=C(CC=C1)C(=O)N 1-octyl-1,4-dihydropyridine-3-carboxamide